2-(2-benzyloxy-3,5-dibromophenyl)pyridine C(C1=CC=CC=C1)OC1=C(C=C(C=C1Br)Br)C1=NC=CC=C1